OC1=C(C=CC=C1C)C(C)(C)C1=C(C(=CC=C1)C)O 2,2-bis(hydroxy-3-methylphenyl)propane